tert-Butyl (4-((3-((2S,3S)-1-methyl-5-oxo-2-(pyridin-3-yl)pyrrolidine-3-carboxamido) propyl)amino)-4-oxobutyl)carbamate CN1[C@@H]([C@H](CC1=O)C(=O)NCCCNC(CCCNC(OC(C)(C)C)=O)=O)C=1C=NC=CC1